CC1=CC=C(C=CC#N)C=C1 p-methylcyanostyrene